C(C1=CC=CC=C1)N1C(C=2C=C(C(=NC2C=C1)C)C(=O)NCC1=NN(N=C1)C)=O 6-benzyl-2-methyl-N-((2-methyl-2H-1,2,3-triazol-4-yl)methyl)-5-oxo-5,6-dihydro-1,6-naphthyridine-3-carboxamide